5-chloro-4-(6,7-dihydrothieno[3,2-c]pyridin-5(4H)-yl)-N-(4-(4-(4-methylpiperazin-1-yl)piperidin-1-yl)phenyl)pyrimidin-2-amine ClC=1C(=NC(=NC1)NC1=CC=C(C=C1)N1CCC(CC1)N1CCN(CC1)C)N1CC2=C(CC1)SC=C2